perfluoro(methylcyclohexyl)sulfonic acid FC1(C(C(C(C(C1(F)F)(F)F)(F)F)(F)F)(C(F)(F)F)S(=O)(=O)O)F